ClC=1C=CC2=C(N(CCN(S2(=O)=O)[C@H](C(=O)OC(C)(C)C)C(C)C2=C(C(=CC=C2F)C)C)C)C1 tert-butyl (2S)-2-(7-chloro-5-methyl-1,1-dioxido-4,5-dihydrobenzo[f][1,2,5]thiadiazepin-2(3H)-yl)-3-(6-fluoro-2,3-dimethylphenyl)butanoate